ClC=1C=NC=C(C1[C@@H](C)OC=1C=C2C(=NNC2=CC1)C=1C=CC(=NC1)C1N(CC12CNC2)C(=O)N(C)C)Cl [5-[5-[(1R)-1-(3,5-dichloro-4-pyridinyl)ethoxy]-1H-indazol-3-yl]-2-pyridinyl]-N,N-dimethyl-2,6-diazaspiro[3.3]heptane-2-carboxamide